N-Acryloyloxazoline C(C=C)(=O)N1COC=C1